BrC1=CC2=C(N(C(=N2)C=2C(=NON2)N)CC=2C=NC=CC2)C=C1 4-[5-bromo-1-(pyridin-3-ylmethyl)benzoimidazol-2-yl]-1,2,5-oxadiazol-3-amine